methyl (S)-3-(8-chloro-6-(2-chlorophenyl)-1-((2-aminoethyl)thio)-4H-benzo[f][1,2,4]triazolo[4,3-a][1,4]diazepin-4-yl)propionate ClC=1C=CC2=C(C(=N[C@H](C=3N2C(=NN3)SCCN)CCC(=O)OC)C3=C(C=CC=C3)Cl)C1